3-((4-((3,3-difluorocyclohexyl)oxy)-3,5-difluorobenzyl)oxy)-7,8,8a,9-tetrahydropyrrolo[1',2':3,4]imidazo[1,2-c]pyrimidin-1(6H)-one FC1(CC(CCC1)OC1=C(C=C(COC=2C=C3N(C(N2)=O)CC2N3CCC2)C=C1F)F)F